C(C)(C)(C)OC(NCCCN1N=NC(=C1)CN1C=CC2=CC=C(C=C12)C#N)=O (3-(4-((6-cyano-1H-indol-1-yl)methyl)-1H-1,2,3-triazol-1-yl)propyl)carbamic acid tert-butyl ester